4-bromo-1-(2,5-dichlorophenylsulfonyl)-1H-indole BrC1=C2C=CN(C2=CC=C1)S(=O)(=O)C1=C(C=CC(=C1)Cl)Cl